1-(6-Chloro-5-methoxypyrimidin-4-yl)-3-(3-phenylpropyl)piperidin-3-ylmethanol ClC1=C(C(=NC=N1)N1CC(CCC1)(CCCC1=CC=CC=C1)CO)OC